ClC1=C(C=CC(=C1)Cl)N1C(=NN=C1CCCO)SCC(=O)N 2-((4-(2,4-dichlorophenyl)-5-(3-hydroxypropyl)-4H-1,2,4-triazol-3-yl)thio)acetamide